C(C1=CC=CC=C1)(C1=CC=CC=C1)N1CCC(CC1)N1CC2=CC=C(C=C2CC1)N(C(C)C)C(C)C 2-(1-benzhydryl-piperidin-4-yl)-N,N-diisopropyl-1,2,3,4-tetrahydroisoquinolin-6-amine